OC1(CC1)CON1C(C2=CC=CC=C2C1)=O (1-(hydroxycyclopropyl)-methoxy)-2,3-dihydro-1H-isoindol-1-one